(S)-1-(3-fluoro-4-(2-methylpyrrolidin-1-yl)phenyl)ethane-1-one FC=1C=C(C=CC1N1[C@H](CCC1)C)C(C)=O